C1(=CC(=CC=C1)NC(C(=C)C)=O)NC(C(=C)C)=O N,N'-1,3-phenylenebis(2-methyl-2-propenamide)